3-(1-cyanoethyl)-N-[(1R,3S)-3-{[6-fluoro-2-(trifluoromethyl)quinolin-4-yl]amino}cyclohexyl]benzamide C(#N)C(C)C=1C=C(C(=O)N[C@H]2C[C@H](CCC2)NC2=CC(=NC3=CC=C(C=C23)F)C(F)(F)F)C=CC1